gadoleamide C(CCCCCCC\C=C/CCCCCCCCCC)(=O)N